1,4-dioxepan-6-one O1CCOCC(C1)=O